1',2',3',4',5,6,7,8-octahydro-[1,1'-binaphthyl] C1(=CC=CC=2CCCCC12)C1CCCC2=CC=CC=C12